C(C1=CC=CC=C1)C1N=C2SC=C(N2C1)CSC=1NC2=CC=CC=C2C(N1)(C)C 6-benzyl-3-(((4,4-dimethyl-1,4-dihydroquinazolin-2-yl)thio)methyl)-5,6-dihydroimidazo[2,1-b]thiazole